ethyl 2,5-dibromo-1-(2-morpholinothiazol-4-yl)-1H-imidazole-4-carboxylate BrC=1N(C(=C(N1)C(=O)OCC)Br)C=1N=C(SC1)N1CCOCC1